allyl isobutyl malonate dipentyl-malonate C(CCCC)C(C(=O)O)(C(=O)O)CCCCC.C(CC(=O)OCC(C)C)(=O)OCC=C